3-Chloro-4-methoxy-benzoic acid [(2R)-3-(3-ethyl-4-oxo-spiro[6,8-dihydro-5H-pyrazolo[4,3-c]azepin-7,4'-tetrahydropyran]-1-yl)-2-methyl-propyl] ester C(C)C1=NN(C2=C1C(NCC1(CCOCC1)C2)=O)C[C@H](COC(C2=CC(=C(C=C2)OC)Cl)=O)C